ClC1=C(C=CC=C1OCC)B1OC(C(O1)(C)C)(C)C 2-(2-chloro-3-ethoxy-phenyl)-4,4,5,5-tetramethyl-1,3,2-dioxaborolane